ClC1=NC(=NC(=C1F)OCC1CCC(CC1)O)NC=1C(=NN(C1)C(C#N)(C)C)C 2-(4-((4-chloro-5-fluoro-6-(((1R,4R)-4-hydroxycyclohexyl)methoxy)pyrimidin-2-yl)amino)-3-methyl-1H-pyrazol-1-yl)-2-methylpropanenitrile